[2-14C]quercetin O1[14C](=C(O)C(=O)C=2C(O)=CC(O)=CC12)C1=CC(O)=C(O)C=C1